ClC=1C=C(C=CC1)CC(=O)Cl (3-chlorophenyl)acetyl chloride